C[Si]1(CCC(CC1)NC(=O)C1=CC2=C(N=C(S2)OC)N1)C N-(1,1-dimethylsilinan-4-yl)-2-methoxy-4H-pyrrolo[2,3-d]thiazole-5-carboxamide